N-(3-quinolylmethyl)-N'-(2-pyridinylmethyl)-N-(6,7,8,9-tetrahydro-5H-cyclohepta[b]pyridin-9-yl)-1,4-benzenedimethanamine N1=CC(=CC2=CC=CC=C12)CN(CC1=CC=C(C=C1)CNCC1=NC=CC=C1)C1CCCCC=2C1=NC=CC2